5-Amino-pyridine-2-carboxylic acid ethylamide C(C)NC(=O)C1=NC=C(C=C1)N